N-cyclopropyl-3-amino-4-(3-hydroxypiperidin-1-yl)benzenesulfonamide C1(CC1)NS(=O)(=O)C1=CC(=C(C=C1)N1CC(CCC1)O)N